tert-Butyl (trans-4-((3-(1-isopropyl-1H-pyrazol-4-yl)phenyl)((trans-4-(4-methoxy-3-methylphenyl)cyclohexyl)-methyl)carbamoyl)cyclohexyl)carbamate C(C)(C)N1N=CC(=C1)C=1C=C(C=CC1)N(C(=O)[C@@H]1CC[C@H](CC1)NC(OC(C)(C)C)=O)C[C@@H]1CC[C@H](CC1)C1=CC(=C(C=C1)OC)C